2-Fluoro-5-(1-fluoro-5,5-dimethyl-5a,6,7,8,9,10-hexahydro-5H-4-oxa-3,10a,11,13,14-pentaaza-6,9-methanonaphtho[1,8-ab]heptalen-2-yl)-3-methyl-4-(trifluoromethyl)aniline FC1=C(N)C=C(C(=C1C)C(F)(F)F)C=1C(=C2N=CN=C3C2=C(OC(C2C4CCC(CN32)N4)(C)C)N1)F